3-(5-(thiophen-2-yl)pyridin-3-yl)phenyl cycloheptylcarbamate C1(CCCCCC1)NC(OC1=CC(=CC=C1)C=1C=NC=C(C1)C=1SC=CC1)=O